N[C@H](C(=O)N1[C@@H](C[C@H](C1)O)C(=O)N[C@@H](C)C1=CC=C(C=C1)C1=C(N=CS1)C)C(C)(C)C (2S,4R)-1-[(S)-2-amino-3,3-dimethylbutanoyl]-4-hydroxy-N-[(S)-1-(4-(4-methylthiazol-5-yl)phenyl)ethyl]-pyrrolidine-2-carboxamide